2,4-dibromo-9-phenylacridine BrC1=CC2=C(C3=CC=CC=C3N=C2C(=C1)Br)C1=CC=CC=C1